2-((3R,8R,10S,13S,14S,17S)-3-hydroxy-3,10,13-trimethylhexadecahydro-1H-cyclopenta[a]phenanthren-17-yl)-2-oxoethyl 1-((2,2-dimethyl-1,3-dioxolan-4-yl)methyl)piperidine-4-carboxylate CC1(OCC(O1)CN1CCC(CC1)C(=O)OCC(=O)[C@H]1CC[C@H]2[C@@H]3CCC4C[C@](CC[C@@]4(C3CC[C@]12C)C)(C)O)C